FC1=CC=C(C=C1)[C@@H]1CC[C@H]2OC3(C(N21)=O)CC(C3)OCC3=CC=NC=C3 (5'S,7a'R)-5'-(4-fluorophenyl)-3-[(pyridin-4-yl)methoxy]tetrahydro-3'H-spiro[cyclobutane-1,2'-pyrrolo[2,1-b][1,3]oxazol]-3'-one